C(C)(C)(C)C1=CC(=C(S1)OC)C(=O)OCC1=CC=CC=C1 benzyl 5-(tert-butyl)-2-methoxythiophene-3-carboxylate